FC=1C=CC=C2C[C@@H]([C@@H](C12)NC(OC(C)(C)C)=O)O tert-Butyl ((1R,2S)-7-fluoro-2-hydroxy-2,3-dihydro-1H-inden-1-yl)carbamate